(2R)-4,4-difluoro-2-(4-fluorophenyl)-N-[4-(3-phenyl-1H-pyrrolo[3,2-b]pyridin-2-yl)pyridin-2-yl]butanamide FC(C[C@@H](C(=O)NC1=NC=CC(=C1)C1=C(C2=NC=CC=C2N1)C1=CC=CC=C1)C1=CC=C(C=C1)F)F